IC1=NN(C(=C1)C(C)(C)O)CCOC1OCCCC1 2-{3-iodo-1-[2-(oxan-2-yloxy)ethyl]-1H-pyrazol-5-yl}propan-2-ol